O=C1N(C2=CC=C(C=3C2=C1C=CC3)NCCCCCCC(N3CCCCC3)=O)C3C(NC(CC3)=O)=O 3-(2-oxo-6-((7-oxo-7-(piperidin-1-yl)heptyl)amino)benzo[cd]indol-1(2H)-yl)piperidine-2,6-dione